(2,3-Dimethylphenyl)(1-trityl-4-imidazolyl)methanone CC1=C(C=CC=C1C)C(=O)C=1N=CN(C1)C(C1=CC=CC=C1)(C1=CC=CC=C1)C1=CC=CC=C1